C[C@H]1OC[C@@H](N(C1)CCN1C(C(=C(C2=CC=CN=C12)O)C(=O)NC1CCC(CC1)C)=O)C 1-(2-((2R,5S)-2,5-dimethylmorpholino)ethyl)-4-hydroxy-N-((1s,4R)-4-methylcyclohexyl)-2-oxo-1,2-dihydro-1,8-naphthyridine-3-carboxamide